3-methyl-12-{5-[(3-octyl-1-oxoundecyl) oxy] pentyl}-10-oxo-3,9-diaza-6,11-dioxaheptadec-17-yl 3-octylundecanoate C(CCCCCCC)C(CC(=O)OCCCCCC(OC(NCCOCCN(CC)C)=O)CCCCCOC(CC(CCCCCCCC)CCCCCCCC)=O)CCCCCCCC